CN(C1=CC=C2C(=CC(OC2=C1)=O)C1=C(C=CC=C1)C)CC1(CCC1)C(=O)O 1-((methyl(2-oxo-4-(o-tolyl)-2H-chromen-7-yl)amino)methyl)cyclobutane-1-carboxylic acid